Cl.CN1N=C2N=CC(=CC2=C1)N 2-methyl-2H-pyrazolo[3,4-b]pyridin-5-amine hydrochloride